C1[C@@H]([C@@H]([C@H](C(O1)O)O)O)O The molecule is the six-membered ring form of L-arabinose. It has a role as an Escherichia coli metabolite and a mouse metabolite.